CNC1=CC=C(S(=O)(=O)O)C=C1 N-methyl-sulfanilic acid